C(C)(C)(C)C1C(C(N(C1)C(=O)[O-])(C)C)=N tert-butyl-imino-2,2-dimethylpyrrolidinate